FC(C1=CC=C(C=C1)N1C(SC=C1C=1C=C(C(=O)NCCCCC2=CC=CC=C2)C=CC1)=O)(F)F 3-(3-(4-trifluoromethylphenyl)-4-thiazolinonyl)-N-(4-phenylbutyl)benzamide